CC1=C(C(=C(C2=C1O[C@](CC2)(C)CCC[C@H](C)CCC[C@H](C)CCCC(C)C)C)OC(=O)CC(=O)O)C α-tocopheryl malonate